C(C)(C)(CC)C1=C(O)C=C(C(=C1)O)C(C)(C)CC 2,5-Di-tert-amyl-hydroquinone